CC(C)C1CCC(CC1)CO ((1r,4r)-4-isopropylcyclohexyl)methanol